4-(3-(7-(3,4-dimethoxyphenyl)pyrazolo[1,5-a]pyrimidin-2-yl)ureido)benzoic acid COC=1C=C(C=CC1OC)C1=CC=NC=2N1N=C(C2)NC(NC2=CC=C(C(=O)O)C=C2)=O